FC(C(=O)OC(C(F)F)=O)F (2,2-difluoroacetyl)-2,2-difluoroacetate